2'-acetonaphthone-4a',8a'-13C2 C(C)(=O)C1=C[13C]2=CC=CC=[13C]2C=C1